NC=1C=C(C=CC1OC1CC1)N1C(CN(CC1)C)=O 1-(3-amino-4-cyclopropoxyphenyl)-4-methylpiperazin-2-one